ONC(=O)C=1C=2CN(C(C2C=CC1)(C)C)C1=NC2=CC=C(C=C2C=C1)C(F)(F)F N-hydroxy-1,1-dimethyl-2-(6-(trifluoromethyl)quinolin-2-yl)isoindoline-4-carboxamide